CCCCCCCCCCCCCC(=O)O[C@H](CCCCCCCCCCC)CC(=O)O[C@@H]1[C@H]([C@@H](O[C@@H]([C@H]1OP(=O)(O)O)CO[C@@]2(C[C@H]([C@H]([C@H](O2)[C@@H](CO)O)O[C@@H]3[C@H]([C@H]([C@@H]([C@H](O3)[C@H](CO)O)OP(=O)(O)O)O[C@@H]4[C@H]([C@H]([C@@H]([C@H](O4)[C@H](CO[C@@H]5[C@H]([C@H]([C@@H]([C@H](O5)[C@H](CO)O)O)O)O)O)OP(=O)(O)O)O[C@@H]6[C@@H]([C@H]([C@@H]([C@H](O6)CO[C@@H]7[C@@H]([C@H]([C@H]([C@H](O7)CO)O)O)O)O)O)O)O)O)O[C@@]8(C[C@H]([C@H]([C@H](O8)[C@@H](CO)O)O)O)C(=O)O)C(=O)O)OC[C@@H]9[C@H]([C@@H]([C@H]([C@H](O9)OP(=O)(O)O)NC(=O)C[C@@H](CCCCCCCCCCC)O)OC(=O)C[C@@H](CCCCCCCCCCC)O)O)NC(=O)C[C@@H](CCCCCCCCCCC)OC(=O)CCCCCCCCCCC The molecule is a lipid A where the free primary hydroxy group of lipid A has a branched heptasaccharide attached. It is a member of lipid As, a dodecanoate ester and a tetradecanoate ester. It is a conjugate acid of a galactosyl-glucosyl-heptosyl-(phosphonatoheptosyl)2-(KDO)2-lipid A(10-).